NC1=NN2C(C=C(C=C2)C=2C(=C(C(=O)NCCC3(CC3)C3=CC=C(C=C3)F)C(=CC2)C)F)=N1 3-(2-amino-[1,2,4]triazolo[1,5-a]pyridin-7-yl)-2-fluoro-N-(2-(1-(4-fluorophenyl)cyclopropyl)ethyl)-6-methylbenzamide